FC1C2=C(C(N3C(CCCC13)=O)C)NC1=CC=CC=C12 12-Fluoro-6-methyl-6,9,10,11,11a,12-hexahydroindolo[3,2-b]quinolizin-8(5H)-one